N-(4-(3-((4R,Z)-9-amino-4-((4-hydroxybenzyl)carbamoyl)-2,11,16-trioxo-1-phenyl-3,8,10,12,15-pentaazaoctadec-9-en-1-yl)phenoxy)butyl)-4-(aminomethyl)benzamide N/C(/NCCC[C@@H](NC(C(C1=CC=CC=C1)C=1C=C(OCCCCNC(C2=CC=C(C=C2)CN)=O)C=CC1)=O)C(NCC1=CC=C(C=C1)O)=O)=N/C(NCCNC(CC)=O)=O